C(C)(C)(C)OC(=O)NCC=1OC2=C(C1B1OC(C(O1)(C)C)(C)C)C=C(C(=C2C(=O)OC)OCOCC[Si](C)(C)C)Cl methyl 2-(((tert-butoxycarbonyl)amino)methyl)-5-chloro-3-(4,4,5,5-tetramethyl-1,3,2-dioxaborolan-2-yl)-6-((2-(trimethylsilyl)ethoxy) methoxy)benzofuran-7-carboxylate